ClC=1C=C2C(CN(CC2=C(C1)Cl)C)C=1C=C(C=CC1)NC(N[C@H](C(=O)O)CCC(=O)O)=O (2S)-2-(3-(3-(6,8-dichloro-2-methyl-1,2,3,4-tetrahydroisoquinolin-4-yl)phenyl)ureido)pentanedioic acid